ClC1=CC=C(C=C1)C1=NC2=C(N1C(C(=O)NC1CCCCC1)C1=CC(=CC=C1)OC)C=CC=C2 2-[2-(4-chloro-phenyl)-benzimidazol-1-yl]-N-cyclohexyl-2-(3-methoxy-phenyl)-acetamide